CC1=[N+](C(=C(CC1C)C)C)[O-] 2,3,5,6-Tetramethyl-3,4-dihydropyridine 1-oxide